CC1(CN=C(O1)CC1=CC=C(C=C1)C1=NOC(=N1)C(F)(F)F)C 3-[4-[(5,5-dimethyl-4H-oxazol-2-yl)methyl]phenyl]-5-(trifluoromethyl)-1,2,4-oxadiazole